2-cyano-N-[2-(dimethylamino)ethyl]acetamide C(#N)CC(=O)NCCN(C)C